6-(3-bromophenyl)-1,5-naphthyridin-4-amine BrC=1C=C(C=CC1)C=1N=C2C(=CC=NC2=CC1)N